{[4-(2-Oxo-2H-chromen-3-yl)-1,3-thiazol-2-yl]thio}acetic acid O=C1OC2=CC=CC=C2C=C1C=1N=C(SC1)SCC(=O)O